C(C)(=O)C1=C(C=CC=C1)NC(=O)C(C(=O)N)Cl ((2-acetylphenyl)carbamoyl)-2-chloroacetamide